(S)-4-(2-Amino-3-hydroxy-2-methylpropanoyl)-N-(1-(4-(2-(4-guanidinopiperidin-1-yl)ethyl)phenyl)-2-oxo-1,2-dihydropyrimidin-4-yl)piperazine-1-carboxamide hydrochloride salt Cl.N[C@](C(=O)N1CCN(CC1)C(=O)NC1=NC(N(C=C1)C1=CC=C(C=C1)CCN1CCC(CC1)NC(=N)N)=O)(CO)C